(1S,3S,5S)-N-((4-carbamimidoylthiophen-2-yl)methyl)-5-methyl-2-((5-phenylpentanoyl)glycyl)-2-azabicyclo[3.1.0]hexane-3-carboxamide C(N)(=N)C=1C=C(SC1)CNC(=O)[C@H]1N([C@H]2C[C@]2(C1)C)C(CNC(CCCCC1=CC=CC=C1)=O)=O